C(C)(C)(C)OC(=O)N1[C@H](CN[C@@H](C1)C)C1=CC=CC=C1.C(C=C)C(C)C |r| 2-allyl-propane tert-butyl-rac-(2S,5R)-5-methyl-2-phenyl-piperazine-1-carboxylate